[1,3]oxazine (6-methyl-4,5,6,7-tetrahydropyrazolo[1,5-a]pyridin-2-yl)methyl-((2-(2,6-dioxopiperidin-3-yl)-4-fluoro-3-oxoisoindolin-5-yl)methyl)carbamate CC1CCC=2N(C1)N=C(C2)CN(C(O)=O)CC=2C(=C1C(N(CC1=CC2)C2C(NC(CC2)=O)=O)=O)F.O2CN=CC=C2